FC1(CC2(CCN(C2)C(=O)C=2C=C3CN(C(C3=CC2)=O)C2C(NC(CC2)=O)=O)CC1)F 3-(5-(7,7-difluoro-2-azaspiro[4.4]nonane-2-carbonyl)-1-oxoisoindolin-2-yl)piperidine-2,6-dione